(E)-N-(2-bromophenyl)-3-(3-methoxy-4-(prop-2-yn-1-yloxy)phenyl)acrylamide BrC1=C(C=CC=C1)NC(\C=C\C1=CC(=C(C=C1)OCC#C)OC)=O